2-amino-7-Boc-7-azaspiro[3.5]nonane NC1CC2(C1)CCN(CC2)C(=O)OC(C)(C)C